COC(=O)C1=NC(=CC=C1C=1C(=CC2=C(OCCC3=C2C=CC=C3)C1)C(=O)O)C(NCCC)=O 3-(2-(methoxycarbonyl)-6-(propylcarbamoyl)pyridin-3-yl)-6,7-dihydrodibenzo[b,d]oxepine-2-carboxylic acid